2-chloro-N-(4-(((5-hydroxy-2,2-dimethyl-2H-chromen-6-yl)methylene)amino)phenyl)benzenesulfonamide ClC1=C(C=CC=C1)S(=O)(=O)NC1=CC=C(C=C1)N=CC=1C(=C2C=CC(OC2=CC1)(C)C)O